8-chloro-7,9-dimethyl-N-[(4-methylsulfonylphenyl)methyl]pyrido[3',2':4,5]furo[3,2-d]pyrimidin-4-amine ClC1=C(C2=C(OC3=C2N=CN=C3NCC3=CC=C(C=C3)S(=O)(=O)C)N=C1C)C